C(CCCCCC(=O)OC(CCCCCCCC)CCCCCCCC)(=O)OCC(COC(CCCCCCCOC(CCCCCCCCC)=O)=O)OC(CCCN(C)C)=O 1-(3-((8-(decanoyloxy) octanoyl) oxy)-2-((4-(dimethylamino) butanoyl) oxy) propyl) 7-(heptadecan-9-yl) pimelate